3-bromo-5-((pyridin-3-ylimino)methyl)phenyl 4-methylbenzoate CC1=CC=C(C(=O)OC2=CC(=CC(=C2)C=NC=2C=NC=CC2)Br)C=C1